FC(C(OC=1C(=C(C=CC1)I)OC(=O)C(F)(F)F)=O)(F)F di(trifluoroacetoxyl)iodobenzene